1-(5-fluoro-2-methyl-4-pyridyl)piperazine FC=1C(=CC(=NC1)C)N1CCNCC1